FC1=CC=C(C=C1)N1C(=C(C2=CC(=CC=C12)O)C(C#N)C)C 2-(1-(4-fluorophenyl)-5-hydroxy-2-methyl-1H-indol-3-yl)propionitrile